ClC1=CC(=C(COC2=NC=3CN(CCC3C=C2C)C(=O)OC(C)(C)C)C=C1)F tert-butyl 2-((4-chloro-2-fluorobenzyl)oxy)-3-methyl-5,8-dihydro-1,7-naphthyridine-7(6H)-carboxylate